ClC1=C(C=C(OCC(=O)NC23CC(C2)(C3)CO)C=C1)F 2-(4-chloro-3-fluoro-phenoxy)-N-[1-(hydroxymethyl)-3-bicyclo[1.1.1]pentyl]acetamide